[1,1'-binaphthyl]-2,2'-diol carbon [C].C=1(C(=CC=C2C=CC=CC12)O)C=1C(=CC=C2C=CC=CC12)O